C(C)(C)(C)C1=NN(C(=C1)S(=O)(=O)C(C1CCN(CC1)C(=O)NC1=CN=NC=C1)(F)F)C 4-(((3-(tert-butyl)-1-methyl-1H-pyrazol-5-yl)sulfonyl)difluoro-methyl)-N-(pyridazin-4-yl)piperidine-1-carboxamide